methyl 2-(o-(2,5-dimethylphenoxymethylene) phenyl)-3-methoxyacrylate CC1=C(OC=C2C(C=CC=C2)C(C(=O)OC)=COC)C=C(C=C1)C